OC(C(C(C(=O)SCCNC(CCNC([C@@H](C(COP(OP(OC[C@@H]1[C@H]([C@H]([C@@H](O1)N1C=NC=2C(N)=NC=NC12)O)OP(=O)(O)O)(=O)O)(=O)O)(C)C)O)=O)=O)(C)C)(C)O)(C(=O)O)O Trihydroxytrimethyl-glutaryl-coenzyme a